NC1=C2N=CN(C2=NC=N1)C[C@@H](C)OCP(OCCCSCCCCCCCCCCCCC1CCCCC1)(O)=O 3-((12-cyclohexyldodecyl)thio)propyl hydrogen ((((R)-1-(6-amino-9H-purin-9-yl)propan-2-yl)oxy)methyl)phosphonate